(26Z,29Z)-pentatriaconta-26,29-dien-17-one CCCCCCCCCCCCCCCCC(CCCCCCCC\C=C/C\C=C/CCCCC)=O